(S)-N-(3-hydroxy-1-(3-(methylsulfonamido)phenyl)propyl)-5-(4-(trifluoromethyl)phenyl)-3,4-dihydroisoquinoline-2(1H)-carboxamide OCC[C@@H](C1=CC(=CC=C1)NS(=O)(=O)C)NC(=O)N1CC2=CC=CC(=C2CC1)C1=CC=C(C=C1)C(F)(F)F